((1S)-1'-(4-cyano-5-(2,3-dichlorophenyl)-6-methylpyridin-2-yl)-1,3-dihydrospiro[indene-2,4'-piperidine]-1-yl)carbamic acid tert-butyl ester C(C)(C)(C)OC(N[C@@H]1C2=CC=CC=C2CC12CCN(CC2)C2=NC(=C(C(=C2)C#N)C2=C(C(=CC=C2)Cl)Cl)C)=O